C(C)OC(=O)[C@@]1([C@@H](C1)C1=CC=C(C=C1)F)C(F)(F)F.C(C)(C)NC(COC=1C=C(C=CC1)C=1N=C(C2=C(N1)C=CS2)NC2=CC=C(C(=O)NC)C=C2)=O 4-((2-(3-(2-(Isopropylamino)-2-oxoethoxy)phenyl)thieno[3,2-d]pyrimidin-4-yl)amino)-N-methylbenzamide trans-ethyl-2-(4-fluorophenyl)-1-(trifluoromethyl)cyclopropane-1-carboxylate